tert-butyl (5-cyano-6-methoxypyrazin-2-yl)carbamate C(#N)C=1N=CC(=NC1OC)NC(OC(C)(C)C)=O